6-[(6-chloro-2-pyridyl)amino]-3,3-dimethyl-1,4-dihydroquinolin-2-one ClC1=CC=CC(=N1)NC=1C=C2CC(C(NC2=CC1)=O)(C)C